5-ethyl-5'-(2-methoxypyridin-4-yl)-1,2-dihydro-3'H-spiro[indole-3,2'-[1,3,4]thiadiazol]-2-one C(C)C=1C=C2C(=CC1)NC(C21SC(=NN1)C1=CC(=NC=C1)OC)=O